BrC1=CC=C(C=C1)C=1N=C2N(C=CC=C2)C1CN1C2CN(C(C1)CC2)C(=O)C2=NC(=CC=C2Cl)OC (5-{[2-(4-Bromophenyl)imidazo[1,2-a]pyridin-3-yl]-methyl}-2,5-diazabicyclo[2.2.2]oct-2-yl)(3-chloro-6-methoxypyridin-2-yl)methanon